2-(azetidin-3-yl)-1-methyl-1H-imidazole trifluoroacetate FC(C(=O)O)(F)F.N1CC(C1)C=1N(C=CN1)C